C(CCCCCCC)OS(=O)(=O)C=CC1=CC=CC=C1.[Na] sodium octylstyrenesulfonate